(R)-2-(2-(2,5-difluorophenyl)pyrrolidin-1-yl)-8-(1H-pyrazol-4-yl)-1,5-naphthyridine FC1=C(C=C(C=C1)F)[C@@H]1N(CCC1)C1=NC2=C(C=CN=C2C=C1)C=1C=NNC1